phenylthiophosphinate C1(=CC=CC=C1)P([O-])=S